CC(C(CSC=1N=CC=2C=NC=3C=CC=CC3C2N1)=O)(C)C 3,3-dimethyl-1-(pyrimido[5,4-c]quinolin-2-ylsulfanyl)butan-2-one